tert-butyl (2R,5S)-4-(6-chloro-1-(P)-(2-isopropyl-4-methylpyridin-3-yl)-2-oxo-7-(trimethylstannyl)-1,2-dihydropyrido[2,3-d]pyrimidin-4-yl)-2,5-dimethylpiperazine-1-carboxylate ClC1=CC2=C(N(C(N=C2N2C[C@H](N(C[C@@H]2C)C(=O)OC(C)(C)C)C)=O)C=2C(=NC=CC2C)C(C)C)N=C1[Sn](C)(C)C